CC(CC1=C(C2C(C(C1C2)C(=O)O)C(=O)O)CC(CCC)C)CCC di(2-methylpentyl)bicyclo[2.2.1]hept-5-ene-2,3-dicarboxylic acid